C(C)C(C(=O)OCCOCCOCCOCCOC(C(CCCC)CC)=O)CCCC tetraethyleneglycol di-(2-ethylhexanoate)